C1(CC1)C(C1=CC(=C(N=N1)NC)N=C(C1=CC=CC=C1)C1=CC=CC=C1)(F)F 6-(cyclopropyl-difluoromethyl)-N4-(diphenylmethylene)-N3-methylpyridazine-3,4-diamine